C1(CC1)C=1C(=C(OC=2N=NC(=CC2C2=NOC[C@@H](N2)CC2=C(C=C(C=C2)C)C)C)C=CC1)F (5S)-3-[3-(3-cyclopropyl-2-fluorophenoxy)-6-methylpyridazin-4-yl]-5-(2,4-dimethylbenzyl)-5,6-dihydro-4H-1,2,4-oxadiazine